tert-butyl (1R,5S)-3-(2,7-dichloro-8-fluoropyrido[4,3-d]pyrimidin-4-yl)-3,8-diazabicyclo[3.2.1]octan-8-formate ClC=1N=C(C2=C(N1)C(=C(N=C2)Cl)F)N2C[C@H]1CC[C@@H](C2)N1C(=O)OC(C)(C)C